C(C)(=O)C1=NN(C2=CC=C(C=C12)C=1[C@@H]2CN([C@H](C1)CC2)C2=CC=C(C=C2)OC)CC(=O)N2[C@@H](C[C@H](C2)F)C(=O)NC2=NC(=CC=C2)Br (2S,4R)-1-(2-(3-acetyl-5-((1S,4R)-2-(4-methoxyphenyl)-2-azabicyclo[2.2.2]oct-5-en-5-yl)-1H-indazol-1-yl)acetyl)-N-(6-bromopyridin-2-yl)-4-fluoropyrrolidine-2-carboxamide